ClC1=C(OC2=NC=C(C(=C2)S(=O)(=O)NC23CC(C2)(C3)O)O)C(=CC(=C1)N1N=C(C(NC1=O)=O)C(F)F)Cl 2-(2,6-dichloro-4-(6-(difluoromethyl)-3,5-dioxo-4,5-dihydro-1,2,4-triazin-2(3H)-yl)phenoxy)-5-hydroxy-N-(3-hydroxybicyclo[1.1.1]pentan-1-yl)pyridine-4-sulfonamide